N-((S)-(4,4-Difluorocyclohexyl)(5-((R)-1-(4,4,4-trifluorobutanamido)ethyl)-1H-benzo[d]imidazol-2-yl)methyl)-2-(fluoromethyl)cyclobutane-1-carboxamide FC1(CCC(CC1)[C@H](NC(=O)C1C(CC1)CF)C1=NC2=C(N1)C=CC(=C2)[C@@H](C)NC(CCC(F)(F)F)=O)F